FC=1C(=NC=CC1CN1C(OC2=C(C1C)C=CC(=C2)O)=O)NC(OC(C)(C)C)=O tert-butyl N-{3-fluoro-4-[(7-hydroxy-4-methyl-2-oxo-3,4-dihydro-2H-1,3-benzoxazin-3-yl)methyl]pyridin-2-yl}carbamate